tert-butyl (1-(4-(2,6-dioxopiperidin-3-yl)-5-fluoro-2,3-dihydrobenzofuran-7-yl)azetidin-3-yl)carbamate O=C1NC(CCC1C1=C(C=C(C2=C1CCO2)N2CC(C2)NC(OC(C)(C)C)=O)F)=O